ClC1=C(C=C(C=C1N1[C@H](CN(CC1)C1CN(C1)S(=O)(=O)C)C)C#N)NC1=NC=2N(C(=N1)NC1CC1)N=CC2C#N 2-({2-Chloro-5-cyano-3-[(2S)-4-(1-methanesulfonylazetidin-3-yl)-2-methylpiperazin-1-yl]phenyl}amino)-4-(cyclopropylamino)pyrazolo[1,5-a][1,3,5]triazine-8-carbonitrile